tert-butyl N-(2-[[(3-[3,3-dimethyl-2-oxaspiro[4.5]decan-8-yl]-1-(oxacyclohex-2-yl)-1H-pyrazol-4-yl) methyl] (methyl) amino]-ethyl)-N-methylcarbamate CC1(OCC2(C1)CCC(CC2)C2=NN(C=C2CN(CCN(C(OC(C)(C)C)=O)C)C)C2OCCCC2)C